2-(4-(6-((4-chlorobenzyl)oxy)-5-fluoropyridin-2-yl)-2,5-difluorobenzyl)-1-((3S,4S)-4-(methoxymethyl)tetrahydrofuran-3-yl)-1H-benzo[d]imidazole-6-carboxylic acid ClC1=CC=C(COC2=C(C=CC(=N2)C2=CC(=C(CC3=NC4=C(N3[C@@H]3COC[C@@H]3COC)C=C(C=C4)C(=O)O)C=C2F)F)F)C=C1